tert-butyl (2R,3S)-2-methyl-3-[5-(methylcarbamoyl)pyrrolo[3,2-b]pyridin-1-yl]azetidine-1-carboxylate C[C@H]1N(C[C@@H]1N1C=CC2=NC(=CC=C21)C(NC)=O)C(=O)OC(C)(C)C